N-(6-(2-chloro-5-fluorophenyl)-8-oxo-7,8-dihydro-6H-imidazo[1,5-a]pyrrolo[3,4-e]pyridin-5-yl)-3-fluoro-5-(trifluoromethyl)benzamide ClC1=C(C=C(C=C1)F)C1NC(C2=C1C(=CC=1N2C=NC1)NC(C1=CC(=CC(=C1)C(F)(F)F)F)=O)=O